COC(=O)C1=CN=CN1C(CCC)C=1C=NC(=NC1)C1=CC=C(C=C1)C(F)(F)F 1-(1-(2-(4-(trifluoromethyl)phenyl)pyrimidin-5-yl)butyl)-1H-imidazole-5-carboxylic acid methyl ester